OCCNS(=O)(=O)N1C[C@@H]2[C@H](C1)CC(C2)NC2=C1C(=NC=C2C=2SC3=C(N2)CN(C3)C)NC=C1 (3aR,5s,6aS)-N-(2-hydroxyethyl)-5-((5-(5-methyl-5,6-dihydro-4H-pyrrolo[3,4-d]thiazol-2-yl)-1H-pyrrolo[2,3-b]pyridin-4-yl)amino)hexahydrocyclopenta[c]pyrrole-2(1H)-sulfonamide